NC1=NC=CC2=C1C(=NN2C(C)C)C2=NOC(=C2C(=O)NC)C2CC2 3-(4-amino-1-isopropyl-1H-pyrazolo[4,3-c]pyridin-3-yl)-5-cyclopropyl-N-methylisoxazole-4-carboxamide